CN1N=CC(=C1)CCOC1=CC(=NC(=N1)N1N=C(C=C1)C=1C=C(C=CC1)C)N1CCOCC1 4-(6-(2-(1-methyl-1H-pyrazol-4-yl)ethoxy)-2-(3-(m-tolyl)-1H-pyrazol-1-yl)pyrimidin-4-yl)morpholine